COC(=O)N1CCN(CC1)C(=O)[C@@H]1CN([C@H](O1)C(F)(F)F)C1=CC(=C(C=C1)C#N)C(F)(F)F Methyl-4-((2R,5S)-3-(4-cyano-3-(trifluoromethyl)phenyl)-2-(trifluoromethyl)oxazolidin-5-carbonyl)piperazin-1-carboxylat